FC1=C(C=CC=C1)N1C(CN=CC2=C1C=CC=C2)=O 2-fluorophenyl-1,3-dihydro-1,4-benzodiazepin-2-one